O1CCN(CC1)C1=NC=CC(=C1)C1=CC2=C(N(C3=C(NC2=O)C=C(C=C3)OC(F)(F)F)CCC)C=C1 2-(2-Morpholinopyridin-4-yl)-5-propyl-8-(trifluoromethoxy)-5,10-dihydro-11H-dibenzo[b,e][1,4]diazepin-11-one